BrC=1C(=CC(=NC1)C(F)(F)F)OC(F)F 5-bromo-4-(difluoromethoxy)-2-(trifluoromethyl)pyridine